CC1=C(C=C(C=C1CC)CC)O 2-methyl-3,5-diethylphenol